C(CCCCC)(=O)OCC(C)OC(CCCCC)=O PROPYLENEGLYCOL DIHEXANOATE